N4-(2-ethylphenyl)-N2-[(1R,3S)-3-([1,2,4]triazolo[4,3-a]pyridin-3-yl)cyclohexyl]-5-(trifluoromethyl)pyrimidine-2,4-diamine C(C)C1=C(C=CC=C1)NC1=NC(=NC=C1C(F)(F)F)N[C@H]1C[C@H](CCC1)C1=NN=C2N1C=CC=C2